tetrahydropyrido[3,4-b]indole-3-carbohydrazide C1NC(CC2=C1NC1=CC=CC=C21)C(=O)NN